ClC1=C(C=CC=C1)CC(=O)NC1=CC(=C(C=C1)N1N=CC(=C1)C(C)(C)O)S(N)(=O)=O 2-(2-chlorophenyl)-N-{4-[4-(2-hydroxypropan-2-yl)-1H-Pyrazol-1-yl]-3-sulfamoylphenyl}acetamide